C1(=CC(=CC=C1)O\N=C\C1=NC(=C2N=C(N(C2=N1)CC)C1=CC=NC=C1)N1CCOCC1)C (E)-9-ethyl-6-morpholino-8-(pyridin-4-yl)-9H-purine-2-carbaldehyde O-(m-tolyl) oxime